NC(CCN)N1C(=O)NC(=O)C1(C)C 1,3-di-aminopropyl-5,5-dimethyl-hydantoin